PHTHALHYDRAZIDE O=C1C2=CC=CC=C2C(=O)NN1